2-(4-(3-(1-(5-chloropyrimidin-2-yl)piperidin-4-yl)propoxy)-2-fluorophenyl)-1-(6-((2S,3R,4R,5R)-2,3,4,5,6-pentahydroxyhexyl)-3,6-diazabicyclo[3.1.1]heptan-3-yl)ethan-1-one ClC=1C=NC(=NC1)N1CCC(CC1)CCCOC1=CC(=C(C=C1)CC(=O)N1CC2N(C(C1)C2)C[C@@H]([C@H]([C@@H]([C@@H](CO)O)O)O)O)F